CC=1C(=CC(=C(C(=O)N)C1)N1CCC2(CC2)CC1)[N+](=O)[O-] 5-methyl-4-nitro-2-(6-azaspiro[2.5]octane-6-yl)benzamide